C1(CCC1)C[C@@H](C#C)NC([C@H](CC(C)C)NC(=O)C=1NC2=CC=CC(=C2C1)OC)=O N-((S)-1-(((S)-1-cyclobutylbut-3-yn-2-yl)amino)-4-methyl-1-oxopentan-2-yl)-4-methoxy-1H-indole-2-carboxamide